FC(C(=O)O)(F)F.ClC=1C=C2C=CC(=CC2=CC1)OC=1N=NNC1C(=O)O 4-((6-chloronaphthalen-2-yl)oxy)-1H-1,2,3-triazole-5-carboxylic acid 2,2,2-trifluoroacetate